ClC1=CC(=C(C=C1)C1=NC(=CC=2N=C(N(C(C21)=O)C)C)N2C[C@@H](OCC2)C2=CC(=NC=C2)OCC(F)(F)F)F 5-(4-chloro-2-fluoro-phenyl)-2,3-dimethyl-7-((2S)-2-(2-(2,2,2-trifluoroethoxy)-4-pyridinyl)-4-morpholinyl)pyrido[4,3-d]-pyrimidin-4(3H)-one